N1C=CC2=CC=C(C=C12)CO 1H-indol-6-yl-methanol